FCC#CCSC1=NC=2N(C(N1CC1=CC=C(C=C1)OC)=O)N=C(C2C2=CC=C(C=C2)F)C 2-[(4-fluorobut-2-yn-1-yl)sulfanyl]-8-(4-fluorophenyl)-3-[(4-methoxyphenyl)methyl]-7-methylpyrazolo[1,5-a][1,3,5]triazin-4-one